NC1=NC=CC=C1C1=CC=NC=C1 amino-[3,4'-bipyridine]